cycloheptyl (S)-6-diazo-2-((S)-2-methoxypropanamido)-5-oxohexanoate [N+](=[N-])=CC(CC[C@@H](C(=O)OC1CCCCCC1)NC([C@H](C)OC)=O)=O